BrC=1C=C(C=CC1)CC(C(=O)O)C1CCN(CC1)C(=O)OC(C)(C)C 3-(3-Bromophenyl)-2-(1-tert-butoxycarbonyl-4-piperidyl)propanoic acid